C(C=C)(=O)OCCCOC(C(=C)C)=O acryloxy-3-methacryloxypropane